ClC1=C(C=C(C=C1)C1=NN(C(=N1)CC(=O)N[C@H]1CCOC2=C1C=CC=C2)CC)OC(C)C 2-[3-(4-Chloro-3-isopropyloxyphenyl)-1-ethyl-1H-1,2,4-triazol-5-yl]-N-[(4S)-3,4-dihydro-2H-1-benzopyran-4-yl]acetamide